CN(C=1C=C(C=C(C1)C(C)C)NC(=O)NCC1=CC2=C(C(N(C2)C2C(NC(CC2)=O)=O)=O)S1)C 1-(3-(dimethylamino)-5-isopropylphenyl)-3-((5-(2,6-dioxopiperidin-3-yl)-6-oxo-5,6-dihydro-4H-thieno[2,3-c]pyrrol-2-yl)methyl)urea